C(N1C(=O)NC(=O)C1)N1C(=O)NC(=O)C1 1,1'-Methylenebishydantoin